4-[[4-[[(1S)-2-hydroxy-1-phenyl-ethyl]amino]-5-oxazol-2-yl-pyrimidin-2-yl]amino]-N,N,2-trimethyl-benzamide OC[C@H](C1=CC=CC=C1)NC1=NC(=NC=C1C=1OC=CN1)NC1=CC(=C(C(=O)N(C)C)C=C1)C